tert-butyl (3S)-3-(2,3-dichloro-6-fluorophenyl)-3-{[2-(oxan-4-yl)-3-(trifluoromethyl) indazol-6-yl] amino}pyrrolidine-1-carboxylate ClC1=C(C(=CC=C1Cl)F)[C@@]1(CN(CC1)C(=O)OC(C)(C)C)NC=1C=CC2=C(N(N=C2C1)C1CCOCC1)C(F)(F)F